C(C)(C)(C)OC(=O)N1[C@@H](C[C@@H](C1)O[Si](C)(C)C(C)(C)C)C(=O)OC(C)(C)C.NC(CN1CCN(CCN(CCN(CC1)CC(N)=O)CC(N)=O)CC(=O)N)=O 2-[4,7,10-tris(2-amino-2-oxoethyl)-1,4,7,10-tetrazacyclododec-1-yl]acetamide di-tert-butyl-(2S,4S)-4-((tert-butyldimethylsilyl)oxy)pyrrolidine-1,2-dicarboxylate